(2Z)-1-[(1RS,2SR)-2,6,6-trimethyl-3-cyclohexen-1-yl]-2-buten-1-one C[C@@H]1[C@H](C(CC=C1)(C)C)C(\C=C/C)=O |r|